5-Bromo-1-methyl-3-(1-(1-(oxetan-3-yl)piperidin-4-yl)-1H-imidazol-4-ylamino)pyridin-2(1H)-one BrC=1C=C(C(N(C1)C)=O)NC=1N=CN(C1)C1CCN(CC1)C1COC1